N,N-dimethyl-4-(triethoxysilyl)aniline CN(C1=CC=C(C=C1)[Si](OCC)(OCC)OCC)C